4-amino-3-chloro-N-(1-(1-(((2S,3S)-2-ethoxy-5-oxotetrahydrofuran-3-yl)amino)-1-oxopropan-2-yl)-5-fluoro-2-oxo-1,2-dihydropyridin-3-yl)benzamide NC1=C(C=C(C(=O)NC=2C(N(C=C(C2)F)C(C(=O)N[C@@H]2[C@H](OC(C2)=O)OCC)C)=O)C=C1)Cl